C/C/1=C\\C[C@@H](/C(=C/C[C@H]([C@]2([C@@H](O2)[C@@H]3[C@@H]([C@@H](C1)OC(=O)C)C(=C)C(=O)O3)C)O)/C)OC(=O)C The molecule is a cembrane diterpenoid with cytotoxic activity isolated from the soft coral Lobophytum michaelae. It has a role as an antineoplastic agent and a coral metabolite. It is a gamma-lactone, an acetate ester, a cembrane diterpenoid, an epoxide, a macrocycle and a secondary alcohol.